(S)-3-(3-(4-hydroxy-1-methyl-2-oxo-1,2-dihydropyridin-3-yl)ureido)-3-(5-methyl-3'-(trifluoromethoxy)biphenyl-3-yl)propanoic acid ethyl ester C(C)OC(C[C@@H](C=1C=C(C=C(C1)C)C1=CC(=CC=C1)OC(F)(F)F)NC(=O)NC=1C(N(C=CC1O)C)=O)=O